2-Methyl-3-(3-methyl-2-pentylcyclopent-1-en-1-yl)propanal CC(C=O)CC1=C(C(CC1)C)CCCCC